OC1(CC(C1)C(=O)N1CC2(C1)CCC(CC2)CC2=CC=C1C(=N2)N(C=C1)C)C ((1s,3s)-3-Hydroxy-3-methylcyclobutyl)(7-((1-methyl-1H-pyrrolo[2,3-b]pyridin-6-yl)methyl)-2-azaspiro[3.5]nonan-2-yl)methanon